1-(1-(((7-bromo-6,8-difluoro-4-(2,2,2-trifluoroethoxy)quinazolin-2-yl)oxy)methyl)cyclopropyl)-N,N-dimethylmethanamine BrC1=C(C=C2C(=NC(=NC2=C1F)OCC1(CC1)CN(C)C)OCC(F)(F)F)F